The molecule is a sesquiterpene that is 1,6-dimethyl-4-(propan-2-yl)naphthalene in which the naphthalene ring has been hydrogenated at the 1, 2, 3, 4, 4a and 7 positions (the 1S,4R,4aS diastereoisomer). It is a sesquiterpene and a carbobicyclic compound. C[C@H]1CC[C@@H]([C@@H]2C1=CCC(=C2)C)C(C)C